Cytosin-Amin N1C(=O)N=C(NN)C=C1